7-(5-Chloro-2-(2-(5-cyano-6-(4-cyclopropylpiperazin-1-yl)-2-methyl-4-oxo-7-(trifluoromethyl)quinazolin-3(4H)-yl)ethoxy)phenyl)thieno[3,2-b]pyridine-3-carboxylic acid ClC=1C=CC(=C(C1)C1=C2C(=NC=C1)C(=CS2)C(=O)O)OCCN2C(=NC1=CC(=C(C(=C1C2=O)C#N)N2CCN(CC2)C2CC2)C(F)(F)F)C